Pyridin-2-ylmethyl-(2-{2-chloro-4-fluoro-5-[3-methyl-2,6-dioxo-4-(trifluoromethyl)-3,6-dihydropyrimidin-1(2H)-yl]phenoxy}phenoxy)acetat N1=C(C=CC=C1)COC(COC1=C(C=CC=C1)OC1=C(C=C(C(=C1)N1C(N(C(=CC1=O)C(F)(F)F)C)=O)F)Cl)=O